ClC1=NC(=C(C(=C1C(=O)OCC)Cl)I)C ethyl 2,4-dichloro-5-iodo-6-methyl-pyridine-3-carboxylate